N-ethyl-2,3-difluoro-6-nitroaniline C(C)NC1=C(C(=CC=C1[N+](=O)[O-])F)F